C[SiH](C)C Tri-methylsilan